t-butyl 1-(4-methoxybenzyl)-3-(2-nitrophenyl)-1,4,5,7-tetrahydro-6H-pyrazolo[3,4-c]pyridine-6-carboxylate COC1=CC=C(CN2N=C(C3=C2CN(CC3)C(=O)OC(C)(C)C)C3=C(C=CC=C3)[N+](=O)[O-])C=C1